5-bromo-3-(3-((tert-butyldiphenylsilyl)oxy)-2,2-dimethylpropyl)-2-(2-(1-methoxyethyl)pyridin-3-yl)-1H-indole BrC=1C=C2C(=C(NC2=CC1)C=1C(=NC=CC1)C(C)OC)CC(CO[Si](C1=CC=CC=C1)(C1=CC=CC=C1)C(C)(C)C)(C)C